Sodium (methylboraneylidene)amide CB=[N-].[Na+]